4-(trifluoromethyl)aniline Thorium phosphonate P([O-])([O-])=O.[Th+4].FC(C1=CC=C(N)C=C1)(F)F.P([O-])([O-])=O